N-cyclopropyl-7-[7-fluoro-3-(methoxymethoxy)-8-[2-(triisopropylsilyl)ethynyl]naphthalen-1-yl]-N-methyl-2-(methylsulfanyl)pyrido[4,3-d]pyrimidin-5-amine C1(CC1)N(C1=NC(=CC=2N=C(N=CC21)SC)C2=CC(=CC1=CC=C(C(=C21)C#C[Si](C(C)C)(C(C)C)C(C)C)F)OCOC)C